2-(dodecylthiocarbonylthio)propionic acid C(CCCCCCCCCCC)C(=S)SC(C(=O)O)C